S1CC=CC=C1 Thiaine